CC1=C(NN=C1)C The molecule is a member of the class of pyrazoles that is 1H-pyrazole which is substituted by methyl groups at positions 3 and 4.